FC=1C(=C(C=2N(C1)N=C(N2)N[C@H](CF)C)OC(C)C)C=2C=NNC2 (S)-6-Fluoro-N-(1-fluoropropan-2-yl)-8-isopropoxy-7-(1H-pyrazol-4-yl)-[1,2,4]triazolo[1,5-a]pyridin-2-amine